N1C=CC2=CC=C(C=C12)S(=O)(=O)N1C2(CC2)CN(CC1)C1=CC=C(C=C1)O 4-(4-((1H-indol-6-yl)sulfonyl)-4,7-diazaspiro[2.5]octan-7-yl)phenol